C(CCCCC)OC(C=1C=C(C(=O)OCCCC(C)C)C=CC1)=O isophthalic acid (isohexyl) (n-hexyl) ester